C(C)(C)(C)OC(=O)N1C[C@](OCC1)(C)CO (2R)-2-(hydroxymethyl)-2-methylmorpholine-4-carboxylic acid tert-butyl ester